2-(1,3-dioxolan-2-yl)-5-fluoro-4-methoxybenzonitrile O1C(OCC1)C1=C(C#N)C=C(C(=C1)OC)F